[Si](C)(C)(C(C)(C)C)O[C@H]1C[C@@H](O[C@@H]1COP1(SCCS1)=S)N1C=2N=C(NC(C2N=C1)=O)O 9-((2R,4S,5R)-4-((tert-butyldimethylsilyl)oxy)-5-(((2-sulfido-1,3,2-dithiaphospholan-2-yl)oxy)methyl)tetrahydrofuran-2-yl)-2-hydroxy-1,9-dihydro-6H-purin-6-one